5-(trifluoromethylsulfonyloxy)-2-(N-propylamino)indane FC(S(=O)(=O)OC=1C=C2CC(CC2=CC1)NCCC)(F)F